ethyl 4-[2,6-difluoro-4-(1-isopropyl-1H-indol-6-yl)-phenoxy]-butanoate FC1=C(OCCCC(=O)OCC)C(=CC(=C1)C1=CC=C2C=CN(C2=C1)C(C)C)F